ClCC=1N(C(=CN1)[N+](=O)[O-])C 2-(chloromethyl)-1-methyl-5-nitro-1H-imidazole